FC1(CC=C(CC1)C=1C2=C(C(=NC1)OC)N=C(S2)[NH-])F [7-(4,4-difluoro-cyclohex-1-enyl)-4-methoxy-thiazolo[4,5-c]pyridin-2-yl]-amid